C1(=CC=C(C=C1)S(=O)(=O)N1C(N=CC=C1)=O)C 1-(p-tolylsulfonyl)pyrimidin-2-one